ClC=1C=C(C=CC1[C@H]1OCCCC1)C[C@@H](CN1CC2(CS(C2)(=O)=O)CC1)C 6-((S)-3-(3-chloro-4-((S)-tetrahydro-2H-pyran-2-yl)phenyl)-2-methylpropyl)-2-thia-6-azaspiro[3.4]octane 2,2-dioxide